C1=CC=CC=2CCC=3C4=C(OC3C12)CCCCC4 5,7,8,9,10,11-hexahydro-6H-cyclohepta[b]naphtho[2,1-d]furan